O=C1C[C@H](N(C1)C(=O)OC(C)(C)C)C(=O)OC (S)-1-tert-butyl 2-methyl 4-oxopyrrolidine-1,2-dicarboxylate